ClC1=C(C(=CC=C1)Cl)CC(=O)NC1=CN=NC(=C1)NC1=CC(=CC(=C1)F)F 2-(2,6-dichlorophenyl)-N-[6-(3,5-difluoroanilino)pyridazin-4-yl]acetamide